C(C)(C)(C)OC(=O)N1CCC2(CCN(CC2)C(C(=O)OC)CCC(=O)OC)CC1 dimethyl 2-(9-(tert-butoxycarbonyl)-3,9-diazaspiro[5.5]undecan-3-yl)pentanedioate